CN(CCC(=O)OCCN1CC(OC(C1)CCCCCC(=O)OCCCCCCCCC)CCCCCC(=O)OC(CCCCCCCC)CCCCCCCC)C heptadecan-9-yl 6-(4-(2-((3-(dimethylamino)propanoyl)oxy)ethyl)-6-(6-(nonyloxy)-6-oxohexyl)morpholin-2-yl)hexanoate